tert-butyl (1-(2-(3-amino-6-(6-methoxy-3-(trifluoromethyl)pyridin-2-yl)pyrazine-2-carboxamido)pyridin-3-yl)-4-methylpiperidin-4-yl)carbamate NC=1C(=NC(=CN1)C1=NC(=CC=C1C(F)(F)F)OC)C(=O)NC1=NC=CC=C1N1CCC(CC1)(C)NC(OC(C)(C)C)=O